S(=O)(=O)(O)O.C(C)(C)(C1=CC=CC=C1)C1=CC=C(C=C1)OC1=CC=C(C=C1)C(C)(C)C1=CC=CC=C1 p-cumylphenyl ether sulfate salt